N-(phenylmethylene)acetamide C1(=CC=CC=C1)C=NC(C)=O